3-[4-(3-Chloropropoxy)phenyl]-1-(2,6-dihydroxyphenyl)prop-2-en-1-one ClCCCOC1=CC=C(C=C1)C=CC(=O)C1=C(C=CC=C1O)O